1-(2-methoxy-pyridin-4-yl)-5-trifluoromethyl-1H-pyrazole-4-carboxylic acid COC1=NC=CC(=C1)N1N=CC(=C1C(F)(F)F)C(=O)O